tert-butyl 3-(4-(4-(4-amino-3-(4-phenoxyphenyl)-1H-pyrazolo[3,4-d]pyrimidin-1-yl)cyclohexyl)piperazin-1-yl)azetidine-1-carboxylate NC1=C2C(=NC=N1)N(N=C2C2=CC=C(C=C2)OC2=CC=CC=C2)C2CCC(CC2)N2CCN(CC2)C2CN(C2)C(=O)OC(C)(C)C